5-(6-formyl-benzo[d][1,3]dioxol-5-yl)-N-(pyridin-4-yl)-1-(tetrahydro-2H-pyran-2-yl)-1H-indazole-3-carboxamide C(=O)C=1C(=CC2=C(OCO2)C1)C=1C=C2C(=NN(C2=CC1)C1OCCCC1)C(=O)NC1=CC=NC=C1